Methyl (S)-4-(4-benzylmorpholin-2-yl)-2,5-dimethylbenzoate C(C1=CC=CC=C1)N1C[C@@H](OCC1)C1=CC(=C(C(=O)OC)C=C1C)C